C(C=C)(=O)OCCOCCOC1=C(C=CC=C1)C1=CC=CC=C1 2-[2-(2-acryloyloxyethyl-oxy)ethyl-oxy]biphenyl